3-(3-(3-trifluoromethyl-phenyl)-4-thiazolinonyl)-N-(4-phenylbutyl)benzamide FC(C=1C=C(C=CC1)N1C(SC=C1C=1C=C(C(=O)NCCCCC2=CC=CC=C2)C=CC1)=O)(F)F